(2-methyl)phenyl[4-(4-biphenylylthio)phenyl]4-biphenylylsulfonium tetraphenylborate C1(=CC=CC=C1)[B-](C1=CC=CC=C1)(C1=CC=CC=C1)C1=CC=CC=C1.CC1=C(C=CC=C1)[S+](C1=CC=C(C=C1)C1=CC=CC=C1)C1=CC=C(C=C1)SC1=CC=C(C=C1)C1=CC=CC=C1